NC1=NN2C(N=CC=C2)=C1C(=O)NC(C)C=1C=C(C=2N(C1N1C[C@H](CC1)F)C=NC2)Cl 2-Amino-N-(1-{8-chloro-5-[(3S)-3-fluoropyrrolidin-1-yl]imidazo[1,5-a]pyridin-6-yl}ethyl)pyrazolo[1,5-a]pyrimidine-3-carboxamide